N-(3-(furan-3-yl)-5-methoxyphenyl)-6-(trifluoromethyl)quinolin-4-amine O1C=C(C=C1)C=1C=C(C=C(C1)OC)NC1=CC=NC2=CC=C(C=C12)C(F)(F)F